4-amino-N-[2-(diethylamino)ethyl]benzamide hydrochloride CCN(CC)CCNC(=O)C1=CC=C(C=C1)N.Cl